C(#N)C1(C(CNC1C=1SC=CC1)C1=CC=CC=C1)C#N 4,4-dicyano-5-(2-thienyl)-3-phenyl-pyrrolidine